methyl 7-((5-fluoro-2-methoxybenzamido)methyl)-1-((2-(trimethylsilyl)ethoxy)methyl)-1H-indazole-4-carboxylate FC=1C=CC(=C(C(=O)NCC2=CC=C(C=3C=NN(C23)COCC[Si](C)(C)C)C(=O)OC)C1)OC